COC[C@H](C(N[C@@H](CCOC1=CC=CC=C1)B1OC(C(O1)(C)C)(C)C)=O)NC(=O)C1=NC(=NC=C1)C N-((R)-3-methoxy-1-oxo-1-(((R)-3-phenoxy-1-(4,4,5,5-tetramethyl-1,3,2-dioxaborolan-2-yl)propyl)amino)propan-2-yl)-2-methylpyrimidine-4-carboxamide